C(C)(C)(C)N(C(O)=O)C1=C(C=CC=C1)NC(C1=CC=C(C=C1)NC(CCCCCCCCNC(=O)OC(C)(C)C)=O)=O.NC1CC(CC1)C(=O)NC1=CC=C(C=C1)C(C)(C)C 3-amino-N-(4-(tert-butyl)phenyl)cyclopentane-1-carboxamide Tert-butyl-(2-(4-(9-((tert-butoxycarbonyl)amino)nonanamido)benzamido)phenyl)carbamate